CN1N=CC(=C1)N1N=CC=C(C1=O)C(=O)N 2-(1-methyl-1H-pyrazol-4-yl)-3-oxo-2,3-dihydroPyridazine-4-carboxamide